3-(isoquinolin-7-yl)-2-(methylamino)propanoic acid C1=NC=CC2=CC=C(C=C12)CC(C(=O)O)NC